(S)-5-(3-(benzyloxy)-1-fluoro-7-(pyrrolidin-3-yloxy)naphthalen-2-yl)-1,2,5-thiadiazolidin-3-one 1,1-dioxide C(C1=CC=CC=C1)OC=1C(=C(C2=CC(=CC=C2C1)O[C@@H]1CNCC1)F)N1CC(NS1(=O)=O)=O